ClC1=CC=C(C=N1)C(C(=O)OCC)(C)C ethyl 2-(6-chloropyridin-3-yl)-2-methylpropionate